C(\C=C/C)OC(=O)C1CN(CCC1)C(=O)O piperidine-1,3-dicarboxylic acid 3-((Z)-but-2-enyl)ester